2-(3-(2-cyanoacetamido)phenyl)Acetamide C(#N)CC(=O)NC=1C=C(C=CC1)CC(=O)N